ClC1=CC=C(OP(=O)(OC2=CC=C(C=C2)[N+](=O)[O-])N[C@@H](C)C(=O)OC)C=C1 Methyl ((4-chlorophenoxy) (4-nitrophenoxy) phosphoryl)-L-alaninate